BrC1=NC=C(C(=C1)N1C(C=C(C=C1C)OC([2H])([2H])C1=NC=C(C=C1Cl)F)=O)C 2'-bromo-4-((3-chloro-5-fluoropyridin-2-yl)methoxy-d2)-5',6-dimethyl-2H-[1,4'-bipyridin]-2-one